C(C)OP(OCC)(=O)CC(C1=CC=CC=C1)=O.NCC1=C2C=CC=NC2=C(C=C1)NC(C1=CC=C(C=C1)C(F)(F)F)=O N-{5-(aminomethyl)quinolin-8-yl}-4-(trifluoromethyl)benzamide Diethyl-(2-oxo-2-phenylethyl)phosphonate